1,1-bis(tert-hexylperoxy)-3,5,5-trimethylcyclohexane C(C)(C)(CCC)OOC1(CC(CC(C1)(C)C)C)OOC(C)(C)CCC